FC(CC(=O)NC1=C(C(=C(C2=CC=CC=C12)OC=1N=C(SC1C1=NC(=NC=C1)N[C@@H]1CNC[C@H](C1)F)C)C)F)(F)F 3,3,3-Trifluoro-N-[2-fluoro-4-[5-[2-[[(3S,5S)-5-fluoro-3-piperidyl]amino]pyrimidin-4-yl]-2-methyl-thiazol-4-yl]oxy-3-methyl-1-naphthyl]propanamide